N-[4-[[dimethyl(oxo)-λ6-sulfanylidene]amino]phenyl]-5-methyl-4-(6-methyl-1H-indol-3-yl)pyrimidin-2-amine CS(=O)(C)=NC1=CC=C(C=C1)NC1=NC=C(C(=N1)C1=CNC2=CC(=CC=C12)C)C